N-(4,4-difluoro-1-methylpyrrolidin-3-yl)-2-methyl-5-((4-methylthiazol-5-yl)methoxy)benzofuran-3-carboxamide FC1(C(CN(C1)C)NC(=O)C1=C(OC2=C1C=C(C=C2)OCC2=C(N=CS2)C)C)F